CN1C(=NN=C1)C=1C=CC(=C(C1)C(C(=O)N)C)NC=1N=CC2=C(N1)C(=NC(=C2)C)NCC(C)(C)C 5-(4-methyl-4H-1,2,4-triazol-3-yl)-(2-((6-methyl-8-(neopentylamino)pyrido[3,4-d]pyrimidin-2-yl)amino)phenyl)propanamide